1-(4-bromo-6-methoxypyrazolo[1,5-a]pyridin-3-yl)ethan-1-ol BrC=1C=2N(C=C(C1)OC)N=CC2C(C)O